3-(3-trifluoromethyl-phenyl)-propionic acid FC(C=1C=C(C=CC1)CCC(=O)O)(F)F